dioleoyl-ethylene glycol C(CCCCCCC\C=C/CCCCCCCC)(=O)C(C(C(CCCCCCC\C=C/CCCCCCCC)=O)O)O